O[C@]1(C(N(CC1)C)=O)C1=NOC(=C1)C=1C=C(C=CC1)B(O)O (S)-(3-(3-(3-hydroxy-1-methyl-2-oxopyrrolidin-3-yl)isoxazol-5-yl)phenyl)boronic acid